ethyl-1-cyclopropyl-6-fluoro-7-(3-methyl-4-acetylpiperazin-1-yl)-8-methoxy-quinolin-4(1H)-one C(C)C=1N(C2=C(C(=C(C=C2C(C1)=O)F)N1CC(N(CC1)C(C)=O)C)OC)C1CC1